(R)-1-(7-(3-chloro-2-cyclopropyl-5-(methoxymethoxy)phenyl)-2-((hexahydro-1H-pyrrolizin-7a-yl)methoxy)-5,6,7,8-tetrahydropyrido[3,4-d]pyrimidin-4-yl)-3-methylpiperidin-3-ol ClC=1C(=C(C=C(C1)OCOC)N1CC=2N=C(N=C(C2CC1)N1C[C@@](CCC1)(O)C)OCC12CCCN2CCC1)C1CC1